OC1=C(C=CC=C1)C=1OC=C(N1)CCl 2-(2'-hydroxyphenyl)-4-chloromethyloxazole